3-(bis(11-((2-ethylhexyl)thio)undecyl)amino)-1,1,1-trifluoropropan-2-ol C(C)C(CSCCCCCCCCCCCN(CC(C(F)(F)F)O)CCCCCCCCCCCSCC(CCCC)CC)CCCC